C(CCC)C(C(=O)N)(C1=CC=C(C=C1)OC)N1C(=NC2=C1C=CC=C2)C2=C(C(=CC=C2)OC)OC n-butyl-2-[2-(2,3-dimethoxy-phenyl)-benzoimidazol-1-yl]-2-(4-methoxy-phenyl)-acetamide